bis[bis(trimethylsilyl)amino]methylvinylsilane C[Si](C)(C)N([Si](C)(C)C)C(N([Si](C)(C)C)[Si](C)(C)C)C=C[SiH3]